FC(C1=NN=C(S1)C1=NC=C2N1C=C(C=C2N2CCC(CC2)(C)O)S(=O)(=O)NC2(COC2)C)F 3-(5-(difluoromethyl)-1,3,4-thiadiazol-2-yl)-8-(4-hydroxy-4-methylpiperidin-1-yl)-N-(3-methyloxetan-3-yl)imidazo[1,5-a]pyridine-6-sulfonamide